(tert-butyl 2-(8-methyl-1-(((trimethylsilyl) methyl) thio) imidazo[1,5-a]pyridin-3-yl) propan-2-yl) carbamate C(N)(OC(C)(CC(C)(C)C)C1=NC(=C2N1C=CC=C2C)SC[Si](C)(C)C)=O